Benzo[b]thiophene-3-carboxamide S1C2=C(C(=C1)C(=O)N)C=CC=C2